C1(CCCC1)NC1=CC=C(C=C1)[C@H]1[C@H](C[C@@H]2[C@H](N1C(C1=C(C=CC=C1C)F)=O)COC2)C(=O)NC=2C=C1C(=NC2)C=NN1C (2R,3S,4aR,7aS)-2-(4-(cyclopentylamino)phenyl)-1-(2-fluoro-6-methylbenzoyl)-N-(1-methyl-1H-pyrazolo[4,3-b]pyridin-6-yl)octahydrofuro[3,4-b]pyridine-3-carboxamide